6-[3-chloro-2-fluoro-4-(2-hydroxy-2-methylpropoxy)phenyl]-5-methyl-4,5-dihydro-2H-pyridazin-3-one ClC=1C(=C(C=CC1OCC(C)(C)O)C=1C(CC(NN1)=O)C)F